1-(4-bromo-2-fluorophenyl)-4-cyclopropyl-1H-imidazole BrC1=CC(=C(C=C1)N1C=NC(=C1)C1CC1)F